N-(1-(6,7-difluoro-4-oxo-3,4-dihydrophthalazin-1-yl)ethyl)-N-methylindolizine-2-carboxamide FC=1C=C2C(NN=C(C2=CC1F)C(C)N(C(=O)C=1C=C2C=CC=CN2C1)C)=O